ethyl (S)-3-amino-3-(2,4-difluoro-2',4',6'-trimethyl-5-(trifluoromethyl)-[1,1'-biphenyl]-3-yl)propanoate N[C@@H](CC(=O)OCC)C=1C(=C(C=C(C1F)C(F)(F)F)C1=C(C=C(C=C1C)C)C)F